(R)-2'-chloro-N-(5-((5,5-dimethyl-1,4-dioxan-2-yl)methoxy)-1,3,4-thiadiazol-2-yl)-5'-methoxy-6-methyl-(4,4'-bipyridine)-3-carboxamide ClC1=NC=C(C(=C1)C1=C(C=NC(=C1)C)C(=O)NC=1SC(=NN1)OC[C@@H]1OCC(OC1)(C)C)OC